BrC1=C(C(=C(C=C1)CBr)F)C 1-bromo-4-(bromomethyl)-3-fluoro-2-methyl-benzene